CN1C(=NN=C1)C[C@@H](C)C1=CC(=NC(=C1)OCCC)N1C(C2=CC=CC(=C2C1)C(F)(F)F)=O (R)-2-(4-(1-(4-methyl-4H-1,2,4-triazol-3-yl)propan-2-yl)-6-propoxy-pyridin-2-yl)-4-(trifluoromethyl)isoindolin-1-one